pyridine tin [Sn].N1=CC=CC=C1